(R)-3-((4-(4-(3-(5-(((1-acetylpiperidin-4-yl)amino)methyl)-6-methoxypyridin-2-yl)-2-chlorophenyl)-3-chloropyridin-2-yl)-2-methoxybenzyl)amino)dihydrofuran-2(3H)-one C(C)(=O)N1CCC(CC1)NCC=1C=CC(=NC1OC)C=1C(=C(C=CC1)C1=C(C(=NC=C1)C1=CC(=C(CN[C@H]2C(OCC2)=O)C=C1)OC)Cl)Cl